N-succinimidyl-3-(2-pyridyldithio)-propionic acid C1(CCC(N1N1C(C=CC=C1)SSCCC(=O)O)=O)=O